C[C@@](N)([C@@H](O)C)C(=O)O α-methyl-D-threonine